(S)-N-(2-(2-cyano-4,4-difluoropyrrolidin-1-yl)-2-oxoethyl)-8-(cyclopropylmethoxy)quinoline-4-carboxamide C(#N)[C@H]1N(CC(C1)(F)F)C(CNC(=O)C1=CC=NC2=C(C=CC=C12)OCC1CC1)=O